5,8-dichloro-6,7-dihydroxy-3,4-dihydroisoquinolin-1(2H)-one ClC1=C2CCNC(C2=C(C(=C1O)O)Cl)=O